3-pyridin-2-yl-3-[4-(7H-pyrrolo-[2,3-d]pyrimidin-4-yl)-1H-pyrazol-1-yl]propanenitrile N1=C(C=CC=C1)C(CC#N)N1N=CC(=C1)C=1C2=C(N=CN1)NC=C2